Rac-trans-3-{2-[4-[(4-methylsulfonylphenoxy)methyl]-2-methylpyrrolidin-1-yl]ethyl}benzonitrile CS(=O)(=O)C1=CC=C(OC[C@H]2C[C@@H](N(C2)CCC=2C=C(C#N)C=CC2)C)C=C1 |r|